silver-germanium sulfide [Ge]=S.[Ag]